C[C@@H]1C=CC2=CC=C(C=C2C1)OCCCCC (3S)-3-methyl-6-pentoxy-3,4-dihydronaphthalen